C(C)(C)(C)OC(N[C@@H](C(N1CCN(CC1)C1=CC(=CC=C1)C(F)(F)F)=O)COC)=O (R)-tert-butyl(3-methoxy-1-oxo-1-(4-(3-(trifluoromethyl)phenyl)piperazin-1-yl)propan-2-yl)carbamate